C(C)(C)(C)OC(=O)N1CC2=C(C=CC=C2CC1)NC1=CNC(C=C1)=O 8-((6-oxo-1,6-dihydropyridin-3-yl)amino)-3,4-dihydroisoquinoline-2(1H)-carboxylic acid tert-butyl ester